2,3,4,5,6,7-hexahydro-1H-inden-2-ol C1C(CC=2CCCCC12)O